C1C(CC1OC2=CC=CC=C2)N (1r,3r)-3-phenoxycyclobutan-1-amine